Pentaphenyl-trimethyl-trisiloxane C1(=CC=CC=C1)[Si](O[Si](O[Si](C)(C)C)(C1=CC=CC=C1)C1=CC=CC=C1)(C1=CC=CC=C1)C1=CC=CC=C1